C(C)=C1CCC1 Ethylidenecyclobutane